C[Si](CCOCN1C2=C(C=C1C(=O)OCC)OC=C2)(C)C ethyl 4-((2-(trimethylsilyl)ethoxy)methyl)-4H-furo[3,2-b]pyrrole-5-carboxylate